[N-]=C=O.[N-]=C=O.C(C1=CC=CC=C1)CCC1=CC=CC=C1 dibenzylmethane diisocyanate